tert-butyl (2-(hydroxymethyl) butyl)carbamate OCC(CNC(OC(C)(C)C)=O)CC